5-methyl-N-(2,3,4,5,6-pentahydroxyhexyl)benzamide CC=1C=CC=C(C(=O)NCC(C(C(C(CO)O)O)O)O)C1